N-(5-(5-((R)-1-(3,5-Dichloropyridin-4-yl)ethoxy)-1-(tetrahydro-2H-pyran-2-yl)-1H-indazol-3-yl)pyridin-2-yl)cyclopropanecarboxamide ClC=1C=NC=C(C1[C@@H](C)OC=1C=C2C(=NN(C2=CC1)C1OCCCC1)C=1C=CC(=NC1)NC(=O)C1CC1)Cl